2-methylpyrrolo[1,2-b]pyridazine-5-carboxamide CC=1C=CC=2N(N1)C=CC2C(=O)N